tert-butyl 6-(2-bromoethoxy)-2-oxo-1,2,3,4-tetrahydro-1,8-naphthyridine-1-carboxylate BrCCOC=1C=C2CCC(N(C2=NC1)C(=O)OC(C)(C)C)=O